C(C)(C)(C)OC(=O)N1C(C2=C(CC1)NC(=C2NC2=C(C(=CC=C2)Cl)OC)C2=CC=NC=C2)=O 3-((3-chloro-2-methoxyphenyl)amino)-4-oxo-2-(pyridin-4-yl)-1,4,6,7-tetrahydro-5H-pyrrolo[3,2-c]pyridine-5-carboxylic acid tert-butyl ester